ClC1=CC=C(C=C1)SC=1C(=C(C=NC1)CC1=C(C(=NC=C1)NS(=O)(=O)NC)F)C {[4-({5-[(4-chlorophenyl)sulfanyl]-4-methylpyridin-3-yl}methyl)-3-fluoropyridin-2-yl]sulfamoyl}(methyl)amine